1-(8,9-Difluoro-6-oxo-1,2,3,4,5,6-hexahydrobenzo[c][1,7]naphthyridin-1-yl)-3-(3,4-difluorophenyl)-methylurea FC=1C(=CC2=C(C(NC=3CNCC(C23)N(C(=O)NC2=CC(=C(C=C2)F)F)C)=O)C1)F